4-(2-aminothiazole-4-yl)benzene-1,3-diol NC=1SC=C(N1)C1=C(C=C(C=C1)O)O